{2-Bromo-4-[(5-chloro-thiophen-2-ylmethyl)-(methyl)amino]-phenyl}-carbamic acid propyl ester C(CC)OC(NC1=C(C=C(C=C1)N(C)CC=1SC(=CC1)Cl)Br)=O